C=1C=CC2=CC=CCC(C12)=O Azulen-8-one